thiodiethylene glycol bis[(3,5-di-tert-butyl-4-hydroxyphenyl) propionate] C(C)(C)(C)C=1C=C(C=C(C1O)C(C)(C)C)C(C(=O)OCCSCCOC(C(C)C1=CC(=C(C(=C1)C(C)(C)C)O)C(C)(C)C)=O)C